[Si](C)(C)(C(C)(C)C)OCCN1C[C@@]2(C[C@@H]2C1)C1=CC=C(C=C1)B1OC(C(O1)(C)C)(C)C (1R,5S)-3-(2-((tert-butyldimethylsilyl)oxy)ethyl)-1-(4-(4,4,5,5-tetramethyl-1,3,2-dioxaborolan-2-yl)phenyl)-3-azabicyclo[3.1.0]hexane